8-methyl-6-(3-oxa-9-aza-spiro[5.5]undec-9-yl)-2-thieno[2,3-c]pyridin-5-yl-3H-quinazolin-4-one CC=1C=C(C=C2C(NC(=NC12)C=1C=C2C(=CN1)SC=C2)=O)N2CCC1(CCOCC1)CC2